C(C1=CC=CC=C1)COC=1C(=C(C=NC1C#N)C=1C=NC=CC1)C 5-(Benzylmethoxy)-4-methyl-[3,3'-bipyridine]-6-carbonitrile